1-ethyl-(3-dimethylaminopropyl)-carbodiimide C(C)N=C=NCCCN(C)C